C12OCCC(OC1)C2 2,6-dioxabicyclo-[3.2.1]-octane